FC(OC1=CC2=C(N(C=N2)C2=CC=C(N)C=C2)C=C1)(F)F 4-(5-trifluoromethoxy-benzoimidazol-1-yl)-aniline